C(C)(C)(C)OC(=O)N1C(C=2C(CC1)=C(N(N2)C)OS(=O)(=O)C(F)(F)F)C 2,7-dimethyl-3-(((trifluoromethyl)sulfonyl)oxy)-2,4,5,7-tetrahydro-6H-pyrazolo[3,4-c]pyridine-6-carboxylic acid tert-butyl ester